(4-(1-methyl-4-(trifluoromethyl)-1H-imidazol-2-yl)bicyclo[2.2.2]octan-1-yl)methanamine CN1C(=NC(=C1)C(F)(F)F)C12CCC(CC1)(CC2)CN